ethyl 2-[[10-(1-cyclopropylpyrazol-4-yl)-6-hydroxy-[1,2,4]triazolo[5,1-a]isoquinoline-5-carbonyl]amino]acetate C1(CC1)N1N=CC(=C1)C=1C=CC=C2C(=C(N3C(C12)=NC=N3)C(=O)NCC(=O)OCC)O